C(C)(C)(C)OC(=O)NC(C(=O)O)CN1C=CC=C1 2-((tert-butoxycarbonyl)amino)-3-(1H-pyrrol-1-yl)propionic acid